CC(CP(O)(=O)O)C 2-methylpropanephosphonic Acid